ClC=1C2=C(N=CN1)N(C=C2C=C)COCC[Si](C)(C)C 4-chloro-7-((2-(trimethylsilyl)ethoxy)methyl)-5-vinyl-7H-pyrrolo[2,3-d]pyrimidine